FC=1C=C(C=C2C=NN(C(C12)=O)CC1=NN(C=C1)C)SC1=CC=CC=C1 8-fluoro-2-((1-methyl-1H-pyrazol-3-yl)methyl)-6-(phenylsulfanyl)phthalazin-1(2H)-one